4-(3,5-diphenyl-4,5-dihydro-1H-pyrazol-1-yl)benzenesulfonic acid C1(=CC=CC=C1)C1=NN(C(C1)C1=CC=CC=C1)C1=CC=C(C=C1)S(=O)(=O)O